Methyl (3S)-1-[5-(bromoacetyl)-4-fluoropyridin-2-yl]pyrrolidine-3-carboxylate BrCC(=O)C=1C(=CC(=NC1)N1C[C@H](CC1)C(=O)OC)F